diallyldipropylammonium hydroxide [OH-].C(C=C)[N+](CCC)(CCC)CC=C